C(C)(C)(C)OC(=O)N1[C@]2(C[C@H](C[C@@H]1CC2)NC(C2=CC=C(C=C2)C2C(C2)C2=NN(C1=NC=CN=C12)C)=O)C(C)(C)C (1R,3s,5S)-tert-butyl-3-(4-(2-(1-methyl-1H-pyrazolo[3,4-b]pyrazin-3-yl)cyclopropyl)benzoylamino)-8-azabicyclo[3.2.1]octane-8-carboxylic acid tert-butyl ester